2-(1H-1,2,4-triazol-3-yl)pyridine N1N=C(N=C1)C1=NC=CC=C1